6-(6-chloro-3-pyridyl)-N-(4-fluorophenyl)-5-methyl-2,4-dioxo-piperidine-3-carboxamide ClC1=CC=C(C=N1)C1C(C(C(C(N1)=O)C(=O)NC1=CC=C(C=C1)F)=O)C